COC=1C(=CC2=C(N=C(S2)NC(=O)CC2=CC=C(C(=O)N(C)C)C=C2)C1)OC 4-[(5,6-Dimethoxy-benzothiazol-2-ylcarbamoyl)-methyl]-N,N-dimethyl-benzamide